C(C)[SiH2]OC(OC1=CC=CC=C1)OC1=CC=CC=C1 ethyl-diphenoxymethoxysilane